C(CCCCCCC\C=C/CCCCCCCC)(=O)NC(=O)[O-].[Na+].[Na+].C(CCCCCCC\C=C/CCCCCCCC)(=O)NC(=O)[O-] disodium oleamidomethanate